C(C)(C)(C)C1=CC(=NO1)NC(=O)NC1=CC=C(C=C1)N1C=NC2=C1C=C(C=C2)OCCN2CCOCC2 1-(5-tert-butyl-isoxazol-3-yl)-3-{4-[6-(2-morpholin-4-yl-ethoxy)-benzoimidazol-1-yl]-phenyl}-urea